1-(tert-butoxycarbonyl)-3-methyl-3,6-dihydro-2H-pyridin-4-ylboronic acid C(C)(C)(C)OC(=O)N1CC(C(=CC1)B(O)O)C